2-[5-(1-bromoethyl)-1,2,4-triazol-1-yl]-5-(difluoromethoxy)-pyrimidine BrC(C)C1=NC=NN1C1=NC=C(C=N1)OC(F)F